N,N-dimethyl-β-hexyloxypropionamide CN(C(CCOCCCCCC)=O)C